(S,E)-Methyl-7-(1-(2-(2-adamantylamino)-2-oxoethyl)-2-oxo-1,2-dihydropyridin-3-ylamino)-6-(1-methyl-1H-pyrazol-3-carboxamido)-7-oxohept-2-enoat COC(\C=C\CC[C@@H](C(=O)NC=1C(N(C=CC1)CC(=O)NC1C2CC3CC(CC1C3)C2)=O)NC(=O)C2=NN(C=C2)C)=O